2-methyl-3-(pyrrolidin-1-yl)propionic acid hydrochloride Cl.CC(C(=O)O)CN1CCCC1